2,4,5,6-tetra(carbazole-9-yl)-1,3-dicyanobenzene C1=CC=CC=2C3=CC=CC=C3N(C12)C1=C(C(=C(C(=C1C#N)N1C2=CC=CC=C2C=2C=CC=CC12)N1C2=CC=CC=C2C=2C=CC=CC12)N1C2=CC=CC=C2C=2C=CC=CC12)C#N